(R)-2-Chloro-N-(1-(6,7-difluoro-1-oxo-1,2-dihydroisoquinolin-4-yl)ethyl)-N-methyl-4H-thieno[3,2-b]pyrrole-5-carboxamide ClC1=CC=2NC(=CC2S1)C(=O)N(C)[C@H](C)C1=CNC(C2=CC(=C(C=C12)F)F)=O